(2R,4R)-1-cyano-N-(2-(cyclohexylamino)-2-oxo-1-(pyridin-3-yl)ethyl)-4-hydroxy-N-(2-methyl-1H-benzo[d]imidazol-6-yl)pyrrolidine-2-carboxamide C(#N)N1[C@H](C[C@H](C1)O)C(=O)N(C=1C=CC2=C(NC(=N2)C)C1)C(C(=O)NC1CCCCC1)C=1C=NC=CC1